CC1=C(C=CC=C1)C1=CC(=C(C(=N1)C1=CC=CC=C1)C1=CC=CC=C1)C1=CC=CC=C1 6-(2-methylphenyl)-2,3,4-triphenylpyridine